(S)-1-(2-chlorophenyl)-2-oxocyclohexylmethyl-carbamic acid ClC1=C(C=CC=C1)[C@]1(C(CCCC1)=O)CNC(O)=O